(S)-3-(4-(2-(4,4-difluorocyclohexyl)-2-(1-methyl-1H-pyrazole-5-carboxamido)acetamido)phenyl)-2,5-dimethylpyridine 1-oxide FC1(CCC(CC1)[C@@H](C(=O)NC1=CC=C(C=C1)C=1C(=[N+](C=C(C1)C)[O-])C)NC(=O)C1=CC=NN1C)F